(E)-3-(4-(((1-(3-Cyano-4-(4-cyano-3-fluorophenyl)-5-(3-hydroxy-4-methoxyphenyl)pyridin-2-yl)piperidin-4-yl)amino)methyl)-2-methoxyphenyl)-N-hydroxyacryl-amide formate C(=O)O.C(#N)C=1C(=NC=C(C1C1=CC(=C(C=C1)C#N)F)C1=CC(=C(C=C1)OC)O)N1CCC(CC1)NCC1=CC(=C(C=C1)/C=C/C(=O)NO)OC